3-[4-(2-methoxyethyl)phenoxy]-1,2-epoxypropane COCCC1=CC=C(OCC2CO2)C=C1